(R)-methyl 2-((2-chloro-5-nitropyrimidin-4-yl) (cyclohexyl)amino)propanoate ClC1=NC=C(C(=N1)N([C@@H](C(=O)OC)C)C1CCCCC1)[N+](=O)[O-]